BrC1=CC2=C(C(=N1)NC=1C=CC(=C(C(=O)NC(C(F)F)C)C1)C)N(C=N2)C(C)C 5-((6-bromo-3-isopropyl-3H-imidazo[4,5-c]pyridin-4-yl)amino)-N-(1,1-difluoropropan-2-yl)-2-methylbenzamide